C1(CC1)C1=CC(=NN1)N 5-CYCLOPROPYL-1H-PYRAZOL-3-YL-AMIN